NC=1C(=NC(=C(N1)C1=CC=CC=C1)C1=CC(=NC(=C1)C)C)C(=O)OC methyl amino-6-(2,6-dimethylpyridin-4-yl)-5-phenylpyrazine-2-carboxylate